6-chloro-N-[4-(cyanomethyl)-2-fluorophenyl]-1H-indole-3-sulfonamide ClC1=CC=C2C(=CNC2=C1)S(=O)(=O)NC1=C(C=C(C=C1)CC#N)F